ClC=1C=CC(=C(C1)N1CCC(CC1)C(=O)O)CN1CC2(CC1)CCN(CC2)C(=O)OC(C(F)(F)F)C(F)(F)F 1-(5-chloro-2-((8-(((1,1,1,3,3,3-hexafluoropropan-2-yl)oxy)carbonyl)-2,8-diazaspiro[4.5]decan-2-yl)methyl)phenyl)piperidine-4-carboxylic acid